4'-(2-(pyridin-4-yl)pyrrolidin-1-yl)-2',3',4',5'-tetrahydro-[1,1'-biphenyl]-4-carboxamide N1=CC=C(C=C1)C1N(CCC1)C1CCC(=CC1)C1=CC=C(C=C1)C(=O)N